FC([C@H](CO)NC1=NC(=CC(=C1)I)F)(F)F (2S)-3,3,3-trifluoro-2-[(6-fluoro-4-iodopyridin-2-yl)amino]propan-1-ol